3-(4,4,4-Trifluoro-3,3-dimethyl-butoxy)-1H-pyrazole FC(C(CCOC1=NNC=C1)(C)C)(F)F